1-(1,9-Dimethyl-beta-carbolin-6-yl)-3-(4-(trifluoromethyl)phenyl)thiourea CC1=NC=CC=2C3=CC(=CC=C3N(C12)C)NC(=S)NC1=CC=C(C=C1)C(F)(F)F